(5-{[2-(4-bromophenyl)imidazo[1,2-a]pyridin-3-yl]methyl}-2,5-diazabicyclo[2.2.2]oct-2-yl)(3-fluoro-6-methoxypyridin-2-yl)methanone BrC1=CC=C(C=C1)C=1N=C2N(C=CC=C2)C1CN1C2CN(C(C1)CC2)C(=O)C2=NC(=CC=C2F)OC